ClC1=C(\C=N\OC(C(=O)OCC)C)C=C(C(=C1)F)N1C(N(C(=CC1=O)C(F)(F)F)C)=O ethyl 2-{[(E)-{2-chloro-4-fluoro-5-[3-methyl-2,6-dioxo-4-(trifluoromethyl)-3,6-dihydropyrimidin-1(2H)-yl]benzylidene} amino] oxy}propanoate